FC1(C(C(C(C(C1(F)F)(F)F)(F)F)(F)F)(F)F)SSCC(F)(F)F (2,2,2-trifluoroethyl) (perfluorocyclohexyl) disulfide